O=C(C(C(=O)SCCNC(CCNC([C@@H](C(COP(OP(OC[C@@H]1[C@H]([C@H]([C@@H](O1)N1C=NC=2C(N)=NC=NC12)O)OP(=O)(O)O)(=O)O)(=O)O)(C)C)O)=O)=O)=O)CCCCCCCCC=O trioxododecanoyl-CoA